CC(CC(C=1C=C(C=CC1)C)C1=NC=CC=C1)(C)C 2-(3,3-dimethyl-1-(m-tolyl)butyl)pyridine